COC(=O)C=1C=C(OC2=C(C=3C=CNC3C=C2)C(=O)OC)C=CC1 methyl 5-(3-(methoxycarbonyl)phenoxy)-1H-indole-4-carboxylate